ClC=1C=NC(=C(C(=O)NC2CCC(CC2)CN2C(C(C3=CC=CC=C23)(C2=NC(=CC=C2)C)O)=O)C1)C(F)F 5-chloro-2-(difluoromethyl)-N-((1r,4r)-4-((3-hydroxy-3-(6-methylpyridin-2-yl)-2-oxoindolin-1-yl)methyl)cyclohexyl)nicotinamide